CC1=NC=CC=C1OC1CCN(CC1)C(CNC(=O)C1=NNC(=C1)C1=CC=CC=C1)=O 5-Phenyl-1H-pyrazole-3-carboxylic acid {2-[4-(2-methyl-pyridin-3-yloxy)-piperidin-1-yl]-2-oxo-ethyl}-amide